N1C=CC2=CC=C(C=C12)S(=O)(=O)N1CC(CC1)OC1=CC=C(C=C1)O 4-[1-(1H-indol-6-ylsulfonyl)pyrrolidin-3-yl]oxyphenol